5-fluoro-N-((1S,3r)-3-(4-(2-fluorophenyl)-5-(pyridin-2-yl)-4H-1,2,4-triazol-3-yl)cyclobutyl)pyridineamide FC=1C=CC(=NC1)C(=O)NC1CC(C1)C1=NN=C(N1C1=C(C=CC=C1)F)C1=NC=CC=C1